Dihydroxyphenylalanine ON([C@@H](CC1=CC=CC=C1)C(=O)O)O